O=C1NC(CCC1C1=CC=C(C=C1)C1CCN(CC1)C1CCN(CC1)CCCCCCC=1C=C2C(N(C(C2=CC1)=O)[C@H](CS(=O)(=O)C)C1=CC(=C(C=C1)OC)OCC)=O)=O 5-(6-(4-(4-(2,6-Dioxopiperidin-3-yl)phenyl)-[1,4'-bipiperidin]-1'-yl)hexyl)-2-((S)-1-(3-ethoxy-4-methoxyphenyl)-2-(methylsulfonyl)ethyl)isoindoline-1,3-dione